C(C)(C)(C)OC(=O)N1C[C@@H](NCC1)CO (R)-3-hydroxymethyl-piperazine-1-carboxylic acid tert-butyl ester